p-butyl-phenylacetylene C(CCC)C1=CC=C(C=C1)C#C